C[C@@H]1CN(C[C@@H](N1)C)C1=NC2=CN=CC=C2C=C1 2-[(3R,5S)-3,5-dimethylpiperazin-1-yl]-1,7-naphthyridine